2'-(isoindolin-2-yl)-[2,4'-bipyrimidin]-4(3H)-one C1N(CC2=CC=CC=C12)C1=NC=CC(=N1)C1=NC=CC(N1)=O